C1(=CC(=CC=C1)C1=NC=2N(C(N(C(C2N1CC1=CC=C(C=C1)F)=O)CCCO)=O)C)C1=CC=CC=C1 8-(biphenyl-3-yl)-7-(4-fluorobenzyl)-1-(3-hydroxypropyl)-3-methyl-1H-purine-2,6(3H,7H)-dione